C(C)N(C)CC1=C(C=CC(=N1)NC=1C=CC(=C2CNC(C12)=O)C1=CN=C2N1C=CC(=C2)F)[C@H]2COCC2 (S)-7-((6-((ethyl(meth-yl)amino)meth-yl)-5-(tetrahydrofuran-3-yl)pyridin-2-yl)amino)-4-(7-fluoro-imidazo[1,2-a]pyridin-3-yl)isoindolin-1-one